CC1(N(CC1)C(=O)O[C@H]1C[C@H](CC1)C1=CC(=NN1)NC1=NC=C(N=C1)[C@@H](C)O)C (1R,3S)-3-(3-((5-((R)-1-hydroxyethyl)pyrazin-2-yl)amino)-1H-pyrazol-5-yl)cyclopentyl 2,2-dimethylazetidine-1-carboxylate